(RS)-(+-)-2-(2-chlorophenyl)-2-(methylamino)cyclohexane-1-one ClC1=C(C=CC=C1)[C@]1(C(CCCC1)=O)NC |r|